CN1N=CC(=C1)NC1=NC=CC(=C1)C=1C=CC2=C(CCCC[C@H]2NC(OC(C)(C)C)=O)C1 tert-butyl (R)-(2-(2-((1-methyl-1H-pyrazol-4-yl)amino)pyridin-4-yl)-6,7,8,9-tetrahydro-5H-benzo[7]annulen-5-yl)carbamate